FC=1C=C(C=CC1OC1=CC(=CC=C1)F)NC1=NC=C(C(=N1)N1CCC2(CCNC2=O)CC1)C 8-(2-((3-fluoro-4-(3-fluorophenoxy)phenyl)amino)-5-methylpyrimidin-4-yl)-2,8-diazaspiro[4.5]decan-1-one